NC1=C2C(=NC=3CCCCC13)N(C(=C2C)C)CC(=O)NC(C(=O)N(C)C2=CC1=C(OCO1)C=C2)CC2=CC=CC=C2 2-(2-(4-amino-2,3-dimethyl-5,6,7,8-tetrahydro-1H-pyrrolo[2,3-b]quinolin-1-yl)acetamido)-N-(benzo[d][1,3]dioxol-5-yl)-N-methyl-3-phenylpropionamide